1-tert-butyl(2-(2-((3-(9-(2,6-dioxopiperidin-3-yl)-9H-pyrido[2,3-b]indol-4-yl) prop-2-yn-1-yl)oxy)ethoxy)ethyl)carbamate C(C)(C)(C)C(COCCOCC#CC1=CC=NC=2N(C3=CC=CC=C3C21)C2C(NC(CC2)=O)=O)NC([O-])=O